8-((4-((cyclopropylmethyl)(3-methyl-2-oxo-2,3-dihydrobenzo[d]oxazol-7-yl)amino)cyclohexyl)(methyl)amino)-5-methyl-6-oxo-5,6-dihydro-1,5-naphthyridine-2,7-dicarbonitrile C1(CC1)CN(C1CCC(CC1)N(C1=C(C(N(C=2C=CC(=NC12)C#N)C)=O)C#N)C)C1=CC=CC=2N(C(OC21)=O)C